BrCCCCOC1=CC=C2CCC(NC2=C1)=O 7-(4-bromobutoxy)-3,4-dihydro-2(1H)-quinolinone